3-(2-pyridyl)thiophene ethyl-[1,4'-bipiperidine]-4-carboxylate C(C)OC(=O)C1CCN(CC1)C1CCNCC1.N1=C(C=CC=C1)C1=CSC=C1